FC1=C(C=O)C=C(C(=C1)F)[N+](=O)[O-] 2,4-difluoro-5-nitrobenzaldehyde